5-allylisobenzofuran-1,3-dione C(C=C)C=1C=C2C(OC(C2=CC1)=O)=O